methylisoxazol-4-amine CC1=NOC=C1N